(R)-5-ethynyl-2-(4-((1-methylpiperidin-3-yl)amino)phthalazin-1-yl)phenol formic acid salt C(=O)O.C(#C)C=1C=CC(=C(C1)O)C1=NN=C(C2=CC=CC=C12)N[C@H]1CN(CCC1)C